BrC=1C(C(=CN(C1C)C1CCCC1)C(=O)O)=O 5-bromo-1-cyclopentyl-6-methyl-4-oxo-1,4-dihydropyridine-3-carboxylic acid